2,2-Difluoro-N-[rac-(2r,3s)-1-[1-(4-fluorophenyl)-1H-indazol-5-yl]-2-methyl-5-oxo-2-phenyl-pyrrolidin-3-yl]-propionamide FC(C(=O)N[C@@H]1[C@](N(C(C1)=O)C=1C=C2C=NN(C2=CC1)C1=CC=C(C=C1)F)(C1=CC=CC=C1)C)(C)F |r|